2-(3-methoxyphenyl)-4-(thiophen-2-ylmethylene)oxazol-5(4H)-one COC=1C=C(C=CC1)C=1OC(C(N1)=CC=1SC=CC1)=O